FC1=C(C=CC=C1)P(N(C)P(C1=CC=C(C=C1)[Si](CCCC)(CCCC)CCCC)C1=C(C=CC=C1)OC)C1=CC=C(C=C1)[Si](CCCC)(CCCC)CCCC 1-(2-fluorophenyl)-N-((2-methoxyphenyl)(4-(tributylsilyl)phenyl)phosphaneyl)-N-methyl-1-(4-(tributylsilyl)phenyl)phosphanamine